C1C(CC2=CC=CC=C12)NC1=NC=C(C=N1)C=1C(=NN(C1)CC(=O)O)CN1CCN(CC1)CC 2-(4-{2-[(2,3-dihydro-1H-inden-2-yl)amino]pyrimidin-5-yl}-3-[(4-ethylpiperazin-1-yl)methyl]-1H-pyrazol-1-yl)acetic acid